1,5-diglycidylnaphthalene C(C1CO1)C1=CC=CC2=C(C=CC=C12)CC1CO1